2-Hydroxy-1-{4-[4-(2-hydroxy-2-methyl-propionyl)-benzyl]-phenyl}-2-methyl-propane-1-one OC(C(=O)C1=CC=C(C=C1)CC1=CC=C(C=C1)C(C(C)(C)O)=O)(C)C